Cl.Cl.ClC=1C(=NC2=CC=C(C=C2C1)C=1N=C(OC1)CCN)N1CCNCC1 2-[4-(3-chloro-2-piperazin-1-yl-6-quinolinyl)oxazol-2-yl]ethanamine dihydrochloride